1-(tert-butyl)-3-((R)-2-methyl-3-oxo-4-((R)-1-(6-(trifluoromethyl)pyrazin-2-yl)ethyl)-3,4-dihydro-2H-benzo[b][1,4]oxazin-7-yl)urea C(C)(C)(C)NC(=O)NC=1C=CC2=C(O[C@@H](C(N2[C@H](C)C2=NC(=CN=C2)C(F)(F)F)=O)C)C1